6-(2-hydroxy-2-(3-isopropoxyphenyl)acetyl)-2-(1-phenylcyclopropyl)-5,6,7,8-tetrahydropyrido[4,3-d]pyrimidin-4(3H)-one OC(C(=O)N1CC2=C(N=C(NC2=O)C2(CC2)C2=CC=CC=C2)CC1)C1=CC(=CC=C1)OC(C)C